5-(7-Chloroimidazo[1,2-a]pyridin-2-yl)-4-(4-phenoxyphenyl)-2,4-dihydro-3H-1,2,4-triazole-3-thione ClC1=CC=2N(C=C1)C=C(N2)C=2N(C(NN2)=S)C2=CC=C(C=C2)OC2=CC=CC=C2